TIN TETRACHLORIDE [Sn](Cl)(Cl)(Cl)Cl